(RS)-4-{5-[(R)-Hydroxy-(4-isopropyl-phenyl)-(3-methyl-azetidin-3-yl)-methyl]-pyridin-3-yl}-2-(6-methyl-pyridin-2-yl)-but-3-yn-2-ol O[C@@](C=1C=C(C=NC1)C#C[C@@](C)(O)C1=NC(=CC=C1)C)(C1(CNC1)C)C1=CC=C(C=C1)C(C)C |&1:10|